C(=O)[O-].[Bi+]=O Bismuth oxide formate